FC(C(=O)O)(F)F.CC(C)NC1CC=2N(C3=C(C1)C=C(C=C3)C#N)C(=NN2)[C@@H]2CC[C@H](CC2)OC2=NC=CC=C2 5-(Propan-2-ylamino)-1-[trans-4-(pyridin-2-yloxy)cyclohexyl]-5,6-dihydro-4H-[1,2,4]Triazolo[4,3-a][1]Benzazepine-8-carbonitrile trifluoroacetic acid salt